1,2,4-trimethyl-1,3-pentanediol diisobutyrate C(C(C)C)(=O)OC(C(C(C(C)C)OC(C(C)C)=O)C)C